4-[(2-acryloxy)ethoxy]benzophenone C(C=C)(=O)OCCOC1=CC=C(C(=O)C2=CC=CC=C2)C=C1